neodymium (2-ethylhexyl)(p-nonylphenyl)phosphinate C(C)C(CP([O-])(=O)C1=CC=C(C=C1)CCCCCCCCC)CCCC.[Nd+3].C(C)C(CP([O-])(=O)C1=CC=C(C=C1)CCCCCCCCC)CCCC.C(C)C(CP([O-])(=O)C1=CC=C(C=C1)CCCCCCCCC)CCCC